N-(4-(3-(7-acryloyl-2,7-diazaspiro[4.4]nonan-2-yl)pyridin-4-yl)-2-methylbenzyl)-3-(difluoromethyl)-1-methyl-1H-pyrazole-4-carboxamide C(C=C)(=O)N1CC2(CCN(C2)C=2C=NC=CC2C2=CC(=C(CNC(=O)C=3C(=NN(C3)C)C(F)F)C=C2)C)CC1